(E)-(4-(2-chlorophenyl)-3,6-dihydropyridin-1(2H)-yl)(2-fluoro-6-(trifluoromethyl)phenyl)methanone oxime ClC1=C(C=CC=C1)C=1CCN(CC1)/C(=N/O)/C1=C(C=CC=C1C(F)(F)F)F